C(C1=CC=CC=C1)OC1=NC(=CC=C1C1=NN(C2=CC(=CC=C12)N[C@H]1C[C@H](N(CC1)C(=O)OC(C)(C)C)C)C)OCC1=CC=CC=C1 |r| tert-butyl rac-(2R,4R)-4-[[3-(2,6-dibenzyloxy-3-pyridyl)-1-methyl-indazol-6-yl]amino]-2-methyl-piperidine-1-carboxylate